[Br-].C(CCCCCCCCCCCCC)[N+](CCOC1=CC=CC=C1)(C)C Tetradecyldimethyl-2-phenoxyethyl-ammonium bromide